C(CCC)N(C(=O)NCCCOC)CC1=C(C=C(C=C1OC)OC)\C=C\C1=CC=C(C=C1)OCC(C)C (E)-1-butyl-1-(2-(4-isobutoxystyryl)-4,6-dimethoxybenzyl)-3-(3-methoxypropyl)urea